COC1=C(C=CC(=C1)OC)CNC1=NC=CC=2C(=CC=CC12)NCC12OCC(C1)(C2)COC=2C=CC=1N(C2)C(=CN1)C 1-N-[(2,4-dimethoxyphenyl)methyl]-5-N-[[4-[(3-methylimidazo[1,2-a]pyridin-6-yl)oxymethyl]-2-oxabicyclo[2.1.1]hexan-1-yl]methyl]isoquinoline-1,5-diamine